ethyl 3-(6-isobutylisoquinolin-1-yl)-2-naphthoate C(C(C)C)C=1C=C2C=CN=C(C2=CC1)C=1C(=CC2=CC=CC=C2C1)C(=O)OCC